[Na+].ClC=1C=CC(=C(C(=O)[O-])C1)NC(COCC(=O)NC1=CC(=CC=C1)C1=COC=C1)=O 5-Chloro-2-[[2-[2-[[3-(3-furanyl)phenyl]amino]-2-oxoethoxy]acetyl]amino]benzoic acid sodium salt